N-[3-chloro-4-(piperazine-1-carbonyl)phenyl]-5-[2,3-difluoro-4-[1-(2-methoxyethyl)-5-methyl-pyrazol-4-yl]phenyl]-1-methyl-imidazole-2-carboxamide ClC=1C=C(C=CC1C(=O)N1CCNCC1)NC(=O)C=1N(C(=CN1)C1=C(C(=C(C=C1)C=1C=NN(C1C)CCOC)F)F)C